6-bromo-N-cyclopropylimidazo[1,2-a]pyrazin-8-amine BrC=1N=C(C=2N(C1)C=CN2)NC2CC2